thioazole C1=CN(C=C1)S